[As]=[Te] arsenic telluride